2-((2-(Azetidin-1-yl)pyrimidin-5-yl)methyl)-2H-1,2,3-triazol-4-amine N1(CCC1)C1=NC=C(C=N1)CN1N=CC(=N1)N